tert-butyl (2-(2-(2-((2-(2,6-dioxopiperidin-3-yl)-1,3-dioxoisoindolin-5-yl)amino) ethoxy)ethoxy)ethyl)carbamate O=C1NC(CCC1N1C(C2=CC=C(C=C2C1=O)NCCOCCOCCNC(OC(C)(C)C)=O)=O)=O